5-(4-chloro-3-(2-phenylethynyl)phenoxy)-1H-1,2,3-triazole-4-carboxylic acid ClC1=C(C=C(OC2=C(N=NN2)C(=O)O)C=C1)C#CC1=CC=CC=C1